4-(3'-(9,9-dimethyl-9H-fluoren-4-yl)-[1,1'-biphenyl]-3-yl)-2,6-diphenylpyrimidine CC1(C2=CC=CC=C2C=2C(=CC=CC12)C=1C=C(C=CC1)C1=CC(=CC=C1)C1=NC(=NC(=C1)C1=CC=CC=C1)C1=CC=CC=C1)C